chlorobutyl ketone ClCCCCC(=O)CCCCCl